3,5-bis-trifluoromethylphenol FC(C=1C=C(C=C(C1)C(F)(F)F)O)(F)F